N,N-bis(2-palmitoyloxyethyl)dimethylammonium chloride [Cl-].C(CCCCCCCCCCCCCCC)(=O)OCC[N+](CCOC(CCCCCCCCCCCCCCC)=O)(C)C